CON(C(=O)[C@H]1N(C2=CC=CC=C2C1)C(=O)OC(C)(C)C)C tert-butyl (S)-2-[methoxy(methyl)carbamoyl]indoline-1-carboxylate